tert-Butyl 3-(4-(2,2-difluoro-1-hydroxyethyl)-7-(thiazol-2-yl)benzo[d]oxazol-2-yl)-3,6-diazabicyclo[3.1.1]heptane-6-carboxylate FC(C(O)C1=CC=C(C2=C1N=C(O2)N2CC1N(C(C2)C1)C(=O)OC(C)(C)C)C=1SC=CN1)F